FC(CON1CCCCC1)(F)F (2,2,2-trifluoroethoxy)piperidine